(R)-N-ethyl-N-(2,2,2-trifluoro-1-(4-fluorophenyl)ethyl)-1H-benzo[d][1,2,3]triazole-5-sulfonamide C(C)N(S(=O)(=O)C1=CC2=C(NN=N2)C=C1)[C@@H](C(F)(F)F)C1=CC=C(C=C1)F